ClC=1C(=C(NC2=NC=NC3=CC=C(C=C23)[C@@]2(CN(CC2)C(=O)OC(C)(C)C)F)C=CC1Cl)F tert-butyl (3S)-3-[4-(3,4-dichloro-2-fluoro-anilino)quinazolin-6-yl]-3-fluoro-pyrrolidine-1-carboxylate